8-(6-tert-butyl-5-fluoropyridin-3-yl)-3-(hydroxymethyl)-6-oxo-2H,3H,4H,6H-pyrimido[2,1-b][1,3]thiazine-7-carbonitrile C(C)(C)(C)C1=C(C=C(C=N1)C=1N=C2SCC(CN2C(C1C#N)=O)CO)F